OC1=C(C=C(C=C1O)C(C)(C)C)N1N=C2C(=N1)C=CC=C2 2-(2-hydroxy-3-hydroxy-5-tert-butylphenyl)benzotriazole